ClC=1C=C(C=CC1F)NC1=NC=NC2=CC(=C(C=C12)NC(C=C)=O)OCCCN1CCN(CC1)CC=1C=C2C(N(C(C2=CC1F)=O)C1C(NC(CC1)=O)=O)=O N-(4-((3-chloro-4-fluorophenyl)amino)-7-(3-(4-((2-(2,6-dioxopiperidin-3-yl)-6-Fluoro-1,3-dioxoisoindolin-5-yl)methyl)piperazin-1-yl)propoxy)quinazolin-6-yl)acrylamide